2-(6'-iminopyridyl)benzothiazole N=C1C=CC=C(N1)C=1SC2=C(N1)C=CC=C2